FC1=C(CN2C(C3(CC2)CCN(CC3)C3=NC=CC=N3)=O)C=C(C=C1)F 2-(2,5-difluorobenzyl)-8-(pyrimidine-2-yl)-2,8-diazaspiro[4.5]Decan-1-one